BrC=1C=C2CN(C(C2=CC1)=O)CC1=CC2=C(NC(O2)=O)C=C1 6-((5-bromo-1-oxoisoindolin-2-yl)methyl)benzo[d]oxazol-2(3H)-one